1-bromo-4-(methylthio)benzene BrC1=CC=C(C=C1)SC